C(=C)OCCCCCCCCCCCCCCCCCC 1-(vinyloxy)octadecane